3-(4-boronophenyl)-propanoic acid B(O)(O)C1=CC=C(C=C1)CCC(=O)O